5-((R)-2-(5-fluoropyridin-3-yl)pyrrolidin-1-yl)-N-((trans)-4-hydroxycyclohexyl)pyrazolo[1,5-a]pyrimidine-3-carboxamide FC=1C=C(C=NC1)[C@@H]1N(CCC1)C1=NC=2N(C=C1)N=CC2C(=O)N[C@@H]2CC[C@H](CC2)O